NC1=C2C(N(C=NC2=CC=C1)CC1=CC(=CC=C1)F)=O 5-amino-3-[(3-fluorophenyl)methyl]-3,4-dihydroquinazolin-4-one